C(C)(C)(C)[Si](C)(C)OC1CCCC=2C(=NC(=NC12)Cl)Cl tert-butyl-[(2,4-dichloro-5,6,7,8-tetrahydroquinazolin-8-yl)oxy]-dimethyl-silane